C(C)(=O)[O-].[Cr+3].C(C)(=O)[O-].C(C)(=O)[O-] chromium acetate